(16E)-11-(2-pyrrolidin-1-ylethoxy)-14,19-dioxa-5,7,27-triazatetracyclo[19.3.1.12,6.18,12]heptacosa-1(24),2(27),3,5,8(26),9,11,16,21(25),22-decaene N1(CCCC1)CCOC=1C=CC=2NC3=NC=CC(C4=CC=CC(COC/C=C/COCC1C2)=C4)=N3